2-azabicyclo[2.2.1]Heptane-2-carboxamide C12N(CC(CC1)C2)C(=O)N